6-fluoro-N-(methyl-d3)-5-(piperazin-1-yl)pyridineamide dihydrochloride Cl.Cl.FC1=C(C=CC(=N1)C(=O)NC([2H])([2H])[2H])N1CCNCC1